trans-1-(4-(4-Chlorophenyl)-5-(4-(pyridin-2-yloxy)cyclohexyl)-4H-1,2,4-triazol-3-yl)-N-methylmethanamin ClC1=CC=C(C=C1)N1C(=NN=C1[C@@H]1CC[C@H](CC1)OC1=NC=CC=C1)CNC